C(C)(C)(C)C1=C(C=CC=C1NC1=NC(=NC=C1C)Cl)S(=O)(=O)N tert-Butyl-3-(2-chloro-5-methyl-pyrimidin-4-ylamino)-benzenesulfonamide